FC(C=1C2=C(N=CN1)N(C=C2)COCC[Si](C)(C)C)F 4-(difluoromethyl)-7-((2-(trimethylsilyl)ethoxy)methyl)-7H-pyrrolo[2,3-d]pyrimidine